2-[3-(hydroxymethyl)azetidine-1-carbonyloxy]-2-methylpropan-1-ylium OCC1CN(C1)C(=O)OC([CH2+])(C)C